(dimethylamino-methyl)phenol CN(C)CC1=C(C=CC=C1)O